(Z)-N'-methyl-N'-(5-nitropyrimidin-2-yl)-4-(1,4,4,4-tetrafluoro-3-(3,4,5-trichlorophenyl)but-1-en-1-yl)-2-(trifluoromethyl)benzoyl-hydrazine CN(NC(C1=C(C=C(C=C1)/C(=C/C(C(F)(F)F)C1=CC(=C(C(=C1)Cl)Cl)Cl)/F)C(F)(F)F)=O)C1=NC=C(C=N1)[N+](=O)[O-]